[(3aR,5R,6S,6aR)-6-(benzyloxy)-5-[(benzyloxy)methyl]-2,2-dimethyl-dihydro-3aH-furo[2,3-d][1,3]dioxol-5-yl]methanol C(C1=CC=CC=C1)O[C@@H]1[C@](O[C@@H]2OC(O[C@@H]21)(C)C)(COCC2=CC=CC=C2)CO